P(OC1=C(C(=CC=C1C(C)(C)C)C)C(CCC)C1=C(C(=CC=C1C)C(C)(C)C)OP([O-])[O-])([O-])[O-] Butylidenebis(3-methyl-6-tert-butylphenyl) bisphosphite